Tert-butyl 4-(4-(5-chloro-2-(dimethylcarbamoyl)-4-fluorobenzofuran-7-yl)-3-(difluoromethoxy)phenyl)piperazine-1-carboxylate ClC=1C=C(C2=C(C=C(O2)C(N(C)C)=O)C1F)C1=C(C=C(C=C1)N1CCN(CC1)C(=O)OC(C)(C)C)OC(F)F